dodecenoic acid, potassium salt [K+].C(C=CCCCCCCCCC)(=O)[O-]